C(OC[C@H]1O[C@@]([C@@H]([C@@H]1O)O)(C#N)C1=CC=C2C(=NC=NN21)N)(OCC2=CC=CC=C2)=O ((2R,3S,4R,5R)-5-(4-aminopyrrolo[2,1-f][1,2,4]triazin-7-yl)-5-cyano-3,4-dihydroxytetrahydrofuran-2-yl)methyl benzyl carbonate